C1(CCCC1)OC1=NC=CC=C1C=1C=C2C=CC(=CC2=CC1)C(=O)OC Methyl 6-(2-cyclopentyloxy-pyridin-3-yl)-naphthalene-2-carboxylate